4,6-dihydroxypyridazine-3-carboxamide OC1=C(N=NC(=C1)O)C(=O)N